5-((6-aminopyridazin-3-yl)amino)-6-(4-methoxyphenyl)-2,3-diphenylpyrazolo[1,5-a]pyrimidin-7(4H)-one NC1=CC=C(N=N1)NC=1NC=2N(C(C1C1=CC=C(C=C1)OC)=O)N=C(C2C2=CC=CC=C2)C2=CC=CC=C2